((3aR,4R,6aR)-6-(6-chloro-9H-purin-9-yl)-2,2-dimethyltetrahydrofurano[3,4-D][1,3]dioxol-4-yl)methanol ClC1=C2N=CN(C2=NC=N1)C1O[C@@H]([C@@H]2[C@H]1OC(O2)(C)C)CO